5-ketopalmitic acid O=C(CCCC(=O)O)CCCCCCCCCCC